N-(1-benzylpyrrolidin-3-yl)-1,5,7-trimethyl-4-oxo-4,5-dihydro-1H-pyrrolo[3,2-c]pyridine-3-carboxamide C(C1=CC=CC=C1)N1CC(CC1)NC(=O)C1=CN(C2=C1C(N(C=C2C)C)=O)C